(6-chloro-2-(fluoromethoxy)-4-methylpyridin-3-yl)methanol ClC1=CC(=C(C(=N1)OCF)CO)C